O=C1CN(CCN1C1=NC=C(C=C1)B1OC(C(O1)(C)C)(C)C)C(=O)OC(C)(C)C tert-Butyl 3-oxo-4-(5-(4,4,5,5-tetramethyl-1,3,2-dioxaborolan-2-yl) pyridin-2-yl)piperazine-1-carboxylate